FC(C=1C=NC(=NC1)N1CCC(CC1)C(C(=O)N)C)(F)F 2-(1-(5-(trifluoromethyl)pyrimidin-2-yl)piperidin-4-yl)propanamide